(2R)-2-Amino-3,3-dimethyl-N-[5-methyl-4-(2-methyl-1H-pyrrolo[2,3-b]pyridin-4-yl)thiazol-2-yl]butanamide N[C@@H](C(=O)NC=1SC(=C(N1)C1=C2C(=NC=C1)NC(=C2)C)C)C(C)(C)C